FC(C1=CC=C(C=C1)COC=1C=C2C(=CNC2=CC1)NC(C=C)=O)(F)F N-(5-[[4-(trifluoromethyl)phenyl]methoxy]-1H-indol-3-yl)acrylamide